C(CC)(=O)OCCC(C1=CC(=C(C(=C1)C(C)(C)C)O)C(C)(C)C)CCCCCCCCCCCCCCCCCC n-octadecyl-(3,5-di-t-butyl-4-hydroxyphenylpropyl) propionate